C(#N)C1=C(C=CC=C1)[C@@H]([C@@H](C)C=1N(C(C(=C(N1)C(=O)NC=1C=NOC1)O)=O)C)C=1C=NN(C1)CCN1CCNCC1 2-((1R,2R)-1-(2-cyanophenyl)-1-(1-(2-(piperazin-1-yl)ethyl)-1H-pyrazol-4-yl)propan-2-yl)-5-hydroxy-N-(isoxazol-4-yl)-1-methyl-6-oxo-1,6-dihydropyrimidine-4-carboxamide